C(N)(=N)C=1C=C(SC1)CNC(=O)[C@@H]1[C@@H](C[C@@H](C1)OC)C(CNC(C1=CC=C(C=C1)OC1=CC=CC=C1)=O)=O N-(2-((1R,2S,4S)-2-(((4-carbamimidoylthiophen-2-yl)methyl)carbamoyl)-4-methoxycyclopentyl)-2-oxoethyl)-4-phenoxybenzamide